6-[(2S)-2-aminopropyl]-2-chloro-5-fluoro-7-methyl-N-[(thiophen-2-yl)methyl]-7H-pyrrolo[2,3-d]pyrimidin-4-amine N[C@H](CC1=C(C2=C(N=C(N=C2NCC=2SC=CC2)Cl)N1C)F)C